C(C)(=O)O[C@H]1[C@H](O[C@H]([C@@H]([C@H]1OC(C)=O)NC(C)=O)OCCCCO)COC(C)=O (2R,3R,4R,5R,6R)-5-acetamido-2-(acetoxymethyl)-6-(4-hydroxybutoxy)tetrahydro-2H-pyran-3,4-diyl diacetate